1-(3,5-dichloro-2-methyl-4-pyridyl)ethanol ClC=1C(=NC=C(C1C(C)O)Cl)C